2,6-Difluoro-3-(1-methyl-6-(1-oxa-8-azaspiro[4.5]decan-8-yl)-1H-pyrazolo[3,4-d]pyrimidin-3-yl)-5-(trifluoromethyl)phenol FC1=C(C(=C(C=C1C1=NN(C2=NC(=NC=C21)N2CCC1(CCCO1)CC2)C)C(F)(F)F)F)O